ClCCCCCCOCCOCCNC(CCN(CC1=C2OC3=CC(C=CC3=C(C2=CC=C1O)C1=C(C=C(C(=O)O)C=C1)C(=O)O)=O)C)=O 4-(5-(18-chloro-2-methyl-5-oxo-9,12-dioxa-2,6-diazaoctadecyl)-6-hydroxy-3-oxo-3H-xanthen-9-yl)isophthalic acid